Thiovaleric acid C(CCCC)(=S)O